C1(CC=CCC1)C(=O)O Cyclohex-3-enecarboxylic acid